1'H,3'H-spiro[piperidine-4,2'-pyrrolizine]-1'-one hydrochloride Cl.C1(C2(CN3C=CC=C13)CCNCC2)=O